(E)-N1-((Z)-4-((3-aminophenyl)amino)pent-3-en-2-ylidene)benzene-1,3-diamine NC=1C=C(C=CC1)N\C(=C/C(/C)=N/C1=CC(=CC=C1)N)\C